N-(2-Bromophenyl)-2-methoxythiobenzamide BrC1=C(C=CC=C1)NC(C1=C(C=CC=C1)OC)=S